ClC1=CC=C(C=C1)N1CCN(C2=CC=CC=C12)C(CCN1CCCC1)=O 1-(4-(4-chlorophenyl)-3,4-dihydroquinoxaline-1(2H)-yl)-3-(pyrrolidin-1-yl)propan-1-one